ClC=1C(=C(C=C(C1)Cl)CNS(=O)C(C)(C)C)SC1=C(C=CC=C1)C=O N-[[3,5-dichloro-2-(2-formylphenyl)sulfanyl-phenyl]methyl]-2-methyl-propane-2-sulfinamide